O=C(CCN[C@@H](C)C(=O)OCC1=CC=CC=C1)NC(C1=CC=CC=C1)(C1=CC=CC=C1)C1=CC=CC=C1 benzyl (3-oxo-3-(tritylamino)propyl)-L-alaninate